N-((S)-1-(4-((4-cyclopropyl-1,5-naphthyridin-3-yl)amino)phenyl)-2,2,2-trifluoroethyl)-N-methyltetrahydro-2H-pyran-2-carboxamide C1(CC1)C1=C(C=NC2=CC=CN=C12)NC1=CC=C(C=C1)[C@@H](C(F)(F)F)N(C(=O)C1OCCCC1)C